6-Bromo-2,2'-bipyridine BrC1=CC=CC(=N1)C1=NC=CC=C1